C(C)(C)(C)OC(C(C#C[Si](CC)(CC)CC)=O)=O 2-oxo-4-(triethylsilyl)but-3-ynoic acid tert-butyl ester